FC1=CC=C(C=2OCOC21)[N+](=O)[O-] 4-fluoro-7-nitrobenzo[d][1,3]Dioxolane